CN1N=CC2=CC=C(C=C12)CN (1-methyl-1H-indazol-6-yl)methan-amine